4-(4-(tetrahydro-2H-pyran-4-yl)phenoxy)-1H-1,2,3-triazole-5-carboxylic acid 2,2,2-trifluoroacetate FC(C(=O)O)(F)F.O1CCC(CC1)C1=CC=C(OC=2N=NNC2C(=O)O)C=C1